benzofluorenone C1=CC=C2C(=C1)C=CC3=C2C(=O)C4=CC=CC=C34